COCC(=O)N1CC2(C1)CN(C2)C=2C=NC=C(C2)C=2C=C1C=CC(=NC1=CC2)OC 2-methoxy-1-(6-(5-(2-methoxyquinolin-6-yl)pyridin-3-yl)-2,6-diazaspiro[3.3]heptane-2-yl)ethan-1-one